amino((((1r,4r)-4-(methoxycarbonyl)cyclohexyl)methyl)amino)methaniminium chloride [Cl-].NC(=[NH2+])NCC1CCC(CC1)C(=O)OC